rac-methyl (4bS,5R,6R,7S,7aR)-7a-(4-bromophenyl)-4-chloro-4b,5-dihydroxy-7-phenyl-4b,6,7,7a-tetrahydro-5H-cyclopenta[4,5]furo[2,3-c]pyridine-6-carboxylate BrC1=CC=C(C=C1)[C@]12[C@](C3=C(C=NC=C3Cl)O1)([C@@H]([C@@H]([C@H]2C2=CC=CC=C2)C(=O)OC)O)O |r|